(S,E)-1-(2-ethyl-4-(1-(((4-(5-fluoropyrazin-2-yl)-3-methylbenzyl)oxy)imino)ethyl)benzyl)pyrrolidine-3-carboxylic acid C(C)C1=C(CN2C[C@H](CC2)C(=O)O)C=CC(=C1)/C(/C)=N/OCC1=CC(=C(C=C1)C1=NC=C(N=C1)F)C